tert-butyl (3S)-3-[4-[(4-chloro-5-hydroxy-2-pyridyl)amino]quinazolin-6-yl]oxypyrrolidine-1-carboxylate ClC1=CC(=NC=C1O)NC1=NC=NC2=CC=C(C=C12)O[C@@H]1CN(CC1)C(=O)OC(C)(C)C